The molecule is a member of the class of barbiturates that is barbituric acid in which the hydrogens at position 5 are replaced by 2-ethoxyethyl and 4-(4-fluorophenoxy)phenoxy groups. It is a potent and selective inhibitor of matrix MMP-13 (metalloproteinase-13, collagenase 3). It has a role as a matrix metalloproteinase inhibitor. CCOCCC1(C(=O)NC(=O)NC1=O)OC2=CC=C(C=C2)OC3=CC=C(C=C3)F